C1(CC1)C1=NC2=CC=C(C=C2C=C1)C1=CN=C(O1)[C@H](CCCCCC(CC)=O)NC(=O)C1=NOC2(C1)CCN(CC2)C(C)C (S)-N-(1-(5-(2-Cyclopropylchinolin-6-yl)oxazol-2-yl)-7-oxononyl)-8-isopropyl-1-oxa-2,8-diazaspiro[4.5]dec-2-en-3-carboxamid